4-(2-cyano-4-(N-(4-fluorobenzyl)propanesulfonylamino)phenyl)piperazine-1-carboxylic acid ethyl ester C(C)OC(=O)N1CCN(CC1)C1=C(C=C(C=C1)NS(=O)(=O)CCCCC1=CC=C(C=C1)F)C#N